C(C)(C)(C)OP(=O)(OC(C)(C)C)OCOC(=O)NCC(=O)OCC1=CC=CC=C1 benzyl ((((di-tert-butoxyphosphoryl)oxy)methoxy)carbonyl)glycinate